tert-butyl (6-((2R,3S)-2-((tert-butoxycarbonyl)amino)-3-fluorobutyl)-2-chloro-7-(trifluoromethyl)pyrrolo[2,1-f][1,2,4]triazin-4-yl)(furan-2-ylmethyl)carbamate C(C)(C)(C)OC(=O)N[C@H](CC=1C=C2C(=NC(=NN2C1C(F)(F)F)Cl)N(C(OC(C)(C)C)=O)CC=1OC=CC1)[C@H](C)F